C1(=CC=CC=C1)C#CC1=CC=C(CN2C=CC=3C2=CC=C2C(=NC(=NC32)N)N)C=C1 7-(4-(phenylethynyl)benzyl)-7H-pyrrolo[2,3-h]quinazoline-2,4-diamine